CC1=NC(=CC=C1NC(=O)[C@@H]1[C@H](CCCC1)C(=O)O)C1=C(C(=NO1)C)NC(=O)O[C@H](C)CCC (1S,2S)-2-((2-methyl-6-(3-methyl-4-(((((R)-pentan-2-yl)oxy)carbonyl)amino)isoxazol-5-yl)pyridin-3-yl)carbamoyl)cyclohexane-1-carboxylic acid